Trans-tert-butyl 3-(2-(((benzyloxy)carbonyl)amino)ethyl)-4-hydroxypyrrolidine-1-carboxylate C(C1=CC=CC=C1)OC(=O)NCC[C@@H]1CN(C[C@H]1O)C(=O)OC(C)(C)C